C(C)(C)(C)OC(NC(CC1=C(C(=C(C=C1OC)Br)OC)F)CC)=O tert-butyl-(1-(4-bromo-2-fluoro-3,6-dimethoxyphenyl)butan-2-yl)carbamate